(4-(2,6-difluorophenoxy)phenyl)(4-(((3R,6S)-6-(hydroxymethyl)tetrahydro-2H-pyran-3-yl)amino)-5-methoxy-1H-pyrrolo[2,3-b]pyridin-3-yl)methanone FC1=C(OC2=CC=C(C=C2)C(=O)C2=CNC3=NC=C(C(=C32)N[C@H]3CO[C@@H](CC3)CO)OC)C(=CC=C1)F